C(C)OC(=O)C=1C=NC=2C=C(C(NC2C1)=O)CC.ClC1=C(OC=2C=CC(=C(C2)C(=O)C=2C(=NN(C2O)C)C)[N+](=O)[O-])C=CC(=C1)Cl (5-(2,4-dichlorophenoxy)-2-nitrophenyl)(5-hydroxy-1,3-dimethyl-1H-pyrazol-4-yl)methanone ethyl-7-ethyl-6-oxo-5H-1,5-naphthyridine-3-carboxylate